diimidazole Carbonate C(O)(O)=O.N1C=NC=C1.N1C=NC=C1